[P].C(=O)C=1N=CN(C1N1CCC(CC1)NC(C1=CC=C(C=C1)C1=NC=CC2=C1C=CO2)=O)C N-[1-(4-formyl-1-methyl-1H-imidazol-5-yl)piperidin-4-yl]-4-(furo[3,2-c]pyridin-4-yl)benzamide phosphorus